CC=1C=CC(=C(C1)C1=C(C=CC(=C1)C)F)F 5,5'-dimethyl-2,2'-difluorobiphenyl